1,2,3,4-tetrachlorohexafluorobutane ClC(C(C(C(Cl)(F)F)(Cl)F)(Cl)F)(F)F